(S)-2-amino-N-(4-(benzylsulfanyl)-3-cyanophenyl)-3-phenylpropanamide hydrochloride Cl.N[C@H](C(=O)NC1=CC(=C(C=C1)SCC1=CC=CC=C1)C#N)CC1=CC=CC=C1